thiophene-2-carboxylic acid hydrochloride Cl.S1C(=CC=C1)C(=O)O